C[Sn](C1=CC=C([Se]1)\C=C\C=1[Se]C(=CC1)[Sn](C)(C)C)(C)C (trans)-1,2-bis[5-(trimethylstannyl)selenophen-2-yl]ethylene